2-(4-(tert-butyl)-1H-pyrazol-1-yl)-1-((5aS,6R,11bR)-14-(cyclopropylmethyl)-5a,10-dihydroxy-1,2,5,5a,6,7-hexahydro-6,11b-(epiminoethano)naphtho[1,2-d]azepin-3(4H)-yl)ethan-1-one C(C)(C)(C)C=1C=NN(C1)CC(=O)N1CC[C@@]23[C@@](CC1)([C@@H](CC1=CC=C(C=C12)O)N(CC3)CC3CC3)O